N(=[N+]=[N-])C[C@H]([C@@H](O)[C@H]1[C@@H]([C@H](C[C@](O1)(C(=O)OC)SC1=CC=C(C=C1)C)O)NC(CO)=O)O methyl (2R,4S,5R,6R)-6-((1R,2R)-3-azido-1,2-dihydroxypropyl)-4-hydroxy-5-(2-hydroxyacetamido)-2-(p-tolylthio)tetrahydro-2H-pyran-2-carboxylate